N-(5-(5-bromobenzo[d]oxazol-2-yl)-8-(methyl-amino)-2,7-naphthyridin-3-yl)cyclopropanecarboxamide BrC=1C=CC2=C(N=C(O2)C2=C3C=C(N=CC3=C(N=C2)NC)NC(=O)C2CC2)C1